C12(CC(C1)C2)N2C[C@H](N(S(C1=C2C=C(C(=C1)O/C(=C/C(=O)OC)/C)SC)(=O)=O)C)CCCC methyl (R,E)-3-((5-(bicyclo[1.1.1]pentan-1-yl)-3-butyl-2-methyl-7-(methylthio)-1,1-dioxido-2,3,4,5-tetrahydrobenzo[f][1,2,5]thiadiazepin-8-yl)oxy)but-2-enoate